6-[(5-methyl-1H-pyrazol-3-yl)amino]-2-(methyl-[5-hydroxyadamantan-2-yl]amino)pyrimidine-4-carboxylic acid n-butyl ester C(CCC)OC(=O)C1=NC(=NC(=C1)NC1=NNC(=C1)C)N(C1C2CC3CC(CC1C3)(C2)O)C